1-(non-6-en-1-yloxy)naphthalene C(CCCCC=CCC)OC1=CC=CC2=CC=CC=C12